N-(4-(((tert-butyldimethylsilyl)oxy)methyl)-3-(5-fluoropyrimidin-2-yl)phenyl)-3-methyl-6-azabicyclo[3.1.1]heptane-6-carboxamide [Si](C)(C)(C(C)(C)C)OCC1=C(C=C(C=C1)NC(=O)N1C2CC(CC1C2)C)C2=NC=C(C=N2)F